1-(3-methoxyphenyl)methanesulfonamide COC=1C=C(C=CC1)CS(=O)(=O)N